N-(3-fluoro-2-methyl-4-(6-(1-methyl-1H-pyrazol-4-yl)pyrrolo[2,1-f][1,2,4]triazin-4-yl)benzyl)-5-(1-fluoro-2-methylpropan-2-yl)-1,2,4-oxadiazole-3-carboxamide FC=1C(=C(CNC(=O)C2=NOC(=N2)C(CF)(C)C)C=CC1C1=NC=NN2C1=CC(=C2)C=2C=NN(C2)C)C